1-(cyclopropyl(palmitoyloxy)methyl)-5-(4-(hexyloxy)-1,2,5-thiadiazol-3-yl)-1-methyl-1,2,3,6-tetrahydropyridin-1-ium formate C(=O)[O-].C1(CC1)C([N+]1(CCC=C(C1)C1=NSN=C1OCCCCCC)C)OC(CCCCCCCCCCCCCCC)=O